3-[1-[(1S)-1-[(2S,4r)-4-hydroxy-2-(methylcarbamoyl)pyrrolidine-1-carbonyl]-2,2-dimethyl-propyl]triazol-4-yl]-2,2-dimethyl-propionic acid benzyl ester C(C1=CC=CC=C1)OC(C(CC=1N=NN(C1)[C@@H](C(C)(C)C)C(=O)N1[C@@H](C[C@H](C1)O)C(NC)=O)(C)C)=O